ClC1=C(C(=CC=C1Cl)OC)[C@H]1C[C@@H]2N(C(CN(C2)C=2NC=CN2)=O)C1 (7R,8aS)-7-(2,3-dichloro-6-methoxyphenyl)-2-(1H-imidazol-2-yl)-hexahydropyrrolo[1,2-a]pyrazin-4-one